trimethylenebis(dimethylpropylammonium) C[N+](CCC[N+](CCC)(C)C)(CCC)C